ClC1=C(C=CC=C1Cl)B(O)O 2,3-dichlorophenylboronic acid